copper-cobalt nitrogen carbon [C].[N].[Co].[Cu]